O1CCN(CC1)CCOC1=CC=C(C=C1)C=1N=NN(C1)C1=CC=C(C=C1)NC(=O)NC=1SC=CN1 1-(4-(4-(4-(2-morpholinoethoxy)phenyl)-1H-1,2,3-triazol-1-yl)phenyl)-3-(thiazol-2-yl)urea